N-(3-(1H-pyrazol-4-yl)-1H-indol-7-yl)-3-amino-2-cyclohexylpropanamide N1N=CC(=C1)C1=CNC2=C(C=CC=C12)NC(C(CN)C1CCCCC1)=O